(R)-8-(6-(tert-butyl)-5-fluoropyridin-3-yl)-3-methyl-6-oxo-3,4-dihydro-2H,6H-pyrimido[2,1-b][1,3]thiazine-7-carbonitrile C(C)(C)(C)C1=C(C=C(C=N1)C=1N=C2SC[C@@H](CN2C(C1C#N)=O)C)F